C1=NNC=2C1=C1C=3CCCCC3C=NC1=CC2 8,9,10,11-tetrahydro-3H-pyrazolo[4,3-a]phenanthridine